C(CCCCCCC)CCCCCCCCP(O)(O)=O.[Nd] neodymium octyl-(octylphosphonic acid)